tert-butyl (2R,3S,4S)-4-[(tert-butoxycarbonyl)oxy]-3-[({[(3S)-1-(tert-butoxycarbonyl)pyrrolidin-3-yl]methyl}carbamoyl)oxy]-2-[(4-methoxyphenyl)methyl]pyrrolidine-1-carboxylate C(C)(C)(C)OC(=O)O[C@@H]1[C@H]([C@H](N(C1)C(=O)OC(C)(C)C)CC1=CC=C(C=C1)OC)OC(NC[C@H]1CN(CC1)C(=O)OC(C)(C)C)=O